(1-(2-((1R,3R,4S)-3-(3-chloroprop-1-en-2-yl)-4-methyl-4-vinylcyclohexyl)allyl)piperidine-3-yl)methanol ClCC(=C)[C@@H]1C[C@@H](CC[C@]1(C=C)C)C(CN1CC(CCC1)CO)=C